C1(CC1)C1=NN(C=C1B1OC(C(O1)(C)C)(C)C)C(C)OCC 3-cyclopropyl-1-(1-ethoxyethyl)-4-(4,4,5,5-tetramethyl-1,3,2-dioxaborolan-2-yl)-1H-pyrazole